OC(C(=O)OC(C(O)CO)(N)C(=O)CC(OC(C(=C)C)=O)OC(C(=C)C)=O)CCCCCCCCCCCCCCCC dimethacryloyloxyethyl-carbonyl-aminoglycerol hydroxystearate